4-Thioproline C1C(CNC1C(=O)O)S